(3R,11aS)-7-chloro-3,4-dihydro-1H,9H,11H-3,11a-methanopyrimido[6',1':2,3]imidazo[5,1-C][1,4]oxazin-9-one ClC1=NC(N2C(N3[C@]4(CO[C@@H](C3)C4)C2)=C1)=O